N1=C(N=CC=C1)N1N=CN=C1CNC1=NOC2=C1C=C(C=C2C(F)(F)F)C(F)(F)F N-[(2-pyrimidin-2-yl-1,2,4-triazol-3-yl)methyl]-5,7-bis(trifluoro-methyl)-1,2-benzoxazol-3-amine